8-(hydroxy(phenyl)methyl)naphthalene-2-ol OC(C=1C=CC=C2C=CC(=CC12)O)C1=CC=CC=C1